(E)-N-(3'-ethoxybiphenyl-3-yl)-3-(furan-2-yl)acrylamide C(C)OC=1C=C(C=CC1)C1=CC(=CC=C1)NC(\C=C\C=1OC=CC1)=O